BrC1=NN2C(N(C3=C(C2=O)C2(CCNCC2)CC3C)CC(=O)NC3=C(C=C(C=C3)C(F)(F)F)Cl)=N1 2-(2-bromo-5-methyl-8-oxo-5,8-dihydrospiro[cyclopenta[d][1,2,4]triazolo[1,5-a]pyrimidine-7,4'-piperidin]-4(6H)-yl)-N-(2-chloro-4-(trifluoromethyl)phenyl)acetamide